pyrrolo[2,3-d]pyrimidine-7-carboxamide hydrochloride Cl.N1=CN=CC2=C1N(C=C2)C(=O)N